2,6-difluoro-4-cyanophenol FC1=C(C(=CC(=C1)C#N)F)O